2H-picoline N1C(C=CC=C1)C